(S)-1-(4-fluorophenylmethyl)-1-((1-methylpyrrolidin-2-yl)methyl)-3-(4-(2,2,2-trifluoroethoxy)benzyl)urea FC1=CC=C(C=C1)CN(C(=O)NCC1=CC=C(C=C1)OCC(F)(F)F)C[C@H]1N(CCC1)C